2-[[7-bromo-2-[[tert-butyl(dimethyl)silyl]oxymethyl]-4-methyl-2,3-dihydro-1H-inden-5-yl]oxy]-N-methylacetamide BrC=1C=C(C(=C2CC(CC12)CO[Si](C)(C)C(C)(C)C)C)OCC(=O)NC